C1(=C(C=CC=C1)P(C1CCCCC1)C1CCCCC1)C1=CC=CC=C1 biphenyl-yl-dicyclohexylphosphine